bis(4-(diphenylsulfonio)phenyl)sulfide hexafluoroantimonate F[Sb-](F)(F)(F)(F)F.C1(=CC=CC=C1)[S+](C1=CC=C(C=C1)SC1=CC=C(C=C1)[S+](C1=CC=CC=C1)C1=CC=CC=C1)C1=CC=CC=C1.F[Sb-](F)(F)(F)(F)F